methyl (E)-4-(2-(3-(2-((1-(3-(1-methyl-1H-pyrazol-4-yl)naphthalen-1-yl)ethyl)carbamoyl)phenyl)propanoyl)hydrazineyl)-4-oxobut-2-enoate CN1N=CC(=C1)C=1C=C(C2=CC=CC=C2C1)C(C)NC(=O)C1=C(C=CC=C1)CCC(=O)NNC(/C=C/C(=O)OC)=O